C(C)N1CC=CC(=C1)B1OC(C(O1)(C)C)(C)C 1-ethyl-5-(tetramethyl-1,3,2-dioxaborol-2-yl)-1,2-dihydropyridine